4-[2-(5-fluoro-2-{3-[2-(methylamino)ethyl]imidazo[1,2-a]pyridin-6-yl}phenoxy)ethyl]-1,5-dimethyl-1H-pyrazole-3-carbonitrile FC=1C=CC(=C(OCCC=2C(=NN(C2C)C)C#N)C1)C=1C=CC=2N(C1)C(=CN2)CCNC